ClC=1C=CC(=C(C(=O)N[C@@H](C[C@H]2C(N[C@@H](C2)C)=O)C(C(=O)NC2CC2)=O)C1)NC(C(CC1=CC=CC=C1)(F)F)=O 5-chloro-N-((S)-4-(cyclopropylamino)-1-((3S,5R)-5-methyl-2-oxopyrrolidin-3-yl)-3,4-dioxobutan-2-yl)-2-(2,2-difluoro-3-phenylpropanamido)benzamide